ClC1=C(C(=O)O)C(=CC(=C1)C(=O)N1CC2=CC=CC=C2C1)Cl 2,6-dichloro-4-(isoindoline-2-carbonyl)benzoic acid